CCC(C)(C)[O-].[Li+] Lithium tert-pentoxide